6-(3-fluorophenyl)-3-methyl-5H-thiazolo[3,2-a]Pyridin-5-one FC=1C=C(C=CC1)C1=CC=C2N(C1=O)C(=CS2)C